O=C1NC(CCC1N1C(N(C2=C1C=CC=C2CN2CC(C2)OC2CCN(CC2)C(=O)OC(C)(C)C)C)=O)=O tert-butyl 4-[1-[[1-(2,6-dioxo-3-piperidyl)-3-methyl-2-oxo-benzimidazol-4-yl]methyl] azetidin-3-yl]oxypiperidine-1-carboxylate